5-[(2-chloropyridin-3-yl)methyl]-3-ethyl-N,N-dimethylpyrazole-1-carboxamide ClC1=NC=CC=C1CC1=CC(=NN1C(=O)N(C)C)CC